C(C=C)N1N(C2=NC(=NC=C2C1=O)SC)C1=NC(=CC=C1)C(C)(C)O 2-Allyl-1-[6-(1-hydroxy-1-methyl-ethyl)-2-pyridyl]-6-methylsulfanyl-pyrazolo[3,4-d]pyrimidin-3-one